OCCN(C(CNC(CCN)=O)=O)CCO N,N-di(2-hydroxyethyl)-3-aminopropionyl-glycinamide